CC1=CC(=C(C=C1)C(C)C)O 1-methyl-3-hydroxy-4-isopropylbenzene